1,2-bis((5-aminopyridin-2-yl)oxy)ethane NC=1C=CC(=NC1)OCCOC1=NC=C(C=C1)N